5-ethynylbenzo[d][1,3]dioxazole C(#C)C1=CC2=C(ONO2)C=C1